CC1(CN(CC1)CCNC(C1=CN=C(C(=C1)NC1=NN(C2=NC(=NC=C21)NC=2C=NN(C2)C)C)C)=O)C N-(2-(3,3-dimethylpyrrolidin-1-yl)ethyl)-6-methyl-5-((1-methyl-6-((1-methyl-1H-pyrazol-4-yl)amino)-1H-pyrazolo[3,4-d]pyrimidin-3-yl)amino)nicotinamide